4-benzylthiomethyl-1,8-bisbenzylthio-3,6-dithiaoctane C(C1=CC=CC=C1)SCC(SCCSCC1=CC=CC=C1)CSCCSCC1=CC=CC=C1